2-((1s,2r)-1-(3-cyanopyridin-4-yl)-1-(1-methyl-1H-pyrazol-4-yl)propan-2-yl)-5-hydroxy-N-(isoxazol-4-yl)-1-methyl-6-oxo-1,6-dihydropyrimidine-4-carboxamide C(#N)C=1C=NC=CC1[C@H]([C@@H](C)C=1N(C(C(=C(N1)C(=O)NC=1C=NOC1)O)=O)C)C=1C=NN(C1)C